The molecule is a kanamycin that is kanamycin B lacking the 3- and 4-hydroxy groups on the 2,6-diaminosugar ring. It has a role as a protein synthesis inhibitor and an antibacterial agent. It derives from a kanamycin B. C1C[C@H]([C@H](O[C@@H]1CN)O[C@@H]2[C@H](C[C@H]([C@@H]([C@H]2O)O[C@@H]3[C@@H]([C@H]([C@@H]([C@H](O3)CO)O)N)O)N)N)N